1,2,3,3-TETRAMETHYL-BICYCLO[2.2.1]HEPTAN-2-OL CC12C(C(C(CC1)C2)(C)C)(O)C